(1aR,5aR)-2-(2-Chloro-4-fluoro-phenyl)-1a,2,5,5a-tetrahydro-1H-2,3-diaza-cyclopropa[a]pentalene-4-carboxylic acid ((S)-1-hydroxymethyl-2,2-dimethyl-propyl)-amide OC[C@H](C(C)(C)C)NC(=O)C=1C=2C[C@@H]3[C@H](C2N(N1)C1=C(C=C(C=C1)F)Cl)C3